BrC=1C(=C(C=CC1)C1=C(C(=CC=C1)NC1=NC=CC=2C1=NC=CN2)Cl)Cl N-(3'-bromo-2,2'-dichloro-[1,1'-biphenyl]-3-yl)pyrido[3,4-b]pyrazin-5-amine